4-(9-carbazolylphenyl)-10-phenylanthracene C1=CC=CC=2C3=CC=CC=C3N(C12)C1=C(C=CC=C1)C1=CC=CC2=CC3=CC=CC=C3C(=C12)C1=CC=CC=C1